N1(CCC1)CC1(CC1)NC(=O)C1(CC1)OC1=C(C=CC=C1)F N-(1-(azetidin-1-ylmethyl)cyclopropyl)-1-(2-fluorophenoxy)cyclopropane-1-carboxamide